4-((3-(4-(4-(6-amino-5-((R)-1-(2,6-dichloro-3-fluorophenyl)ethoxy)pyridin-3-yl)-1H-pyrazol-1-yl)piperidin-1-yl)-3-oxopropyl)amino)-2-(2,6-dioxopiperidin-3-yl)isoindoline-1,3-dione NC1=C(C=C(C=N1)C=1C=NN(C1)C1CCN(CC1)C(CCNC1=C2C(N(C(C2=CC=C1)=O)C1C(NC(CC1)=O)=O)=O)=O)O[C@H](C)C1=C(C(=CC=C1Cl)F)Cl